O=C1NC(CCC1C1=NN(C2=CC(=CC=C12)[C@H]1C[C@@H](N(CC1)CC1CCN(CC1)C(=O)OC(C)(C)C)C)C)=O tert-butyl 4-[[(2S,4R)-4-[3-(2,6-dioxo-3-piperidyl)-1-methyl-indazol-6-yl]-2-methyl-1-piperidyl]methyl]piperidine-1-carboxylate